2-(3'-tert-Butyl-2'-hydroxy-5'-(2-octyloxycarbonylethyl)-phenyl)-benzotriazol C(C)(C)(C)C=1C(=C(C=C(C1)CCC(=O)OCCCCCCCC)N1N=C2C(=N1)C=CC=C2)O